2-((4-(3-Isopropyl-2-(8-methyl-[1,2,4]triazolo[1,5-a]pyridin-6-yl)-1H-indol-5-yl)cyclohexyl)(methyl)amino)-N,N-dimethylacetamid C(C)(C)C1=C(NC2=CC=C(C=C12)C1CCC(CC1)N(CC(=O)N(C)C)C)C=1C=C(C=2N(C1)N=CN2)C